1-(9Z-heptadecenoyl)-2-(11Z-docosenoyl)-glycero-3-phosphoserine CCCCCCCCCC/C=C\CCCCCCCCCC(=O)O[C@H](COC(=O)CCCCCCC/C=C\CCCCCCC)COP(=O)(O)OC[C@@H](C(=O)O)N